1-((1r,4r)-4-(((tert-butyldiphenylsilyl)oxy)methyl)cyclohexyl)-6-chloro-1H-pyrazolo[3,4-d]pyrimidine [Si](C1=CC=CC=C1)(C1=CC=CC=C1)(C(C)(C)C)OCC1CCC(CC1)N1N=CC=2C1=NC(=NC2)Cl